N1(C=NC=C1)C(=O)C1=CC(=C(C=C1C)/N=C/N(C)CC)C (E)-N'-(4-(1H-imidazole-1-carbonyl)-2,5-dimethylphenyl)-N-ethyl-N-methylformamidine